ClC=1C=C(C=CC1F)C(C=1NC(=C(N1)S(=O)(=O)C)C)OC1CCCC1 2-((3-chloro-4-fluorophenyl)(cyclopentyloxy)methyl)-5-methyl-4-(methylsulfonyl)-1H-imidazole